N1(N=CN=C1)CCC1=C(C=CC(=C1)NC(C(F)(F)F)C1=CC=C(C=C1)F)N (2-(1H-1,2,4-triazol-1-yl)ethyl)-N4-(2,2,2-trifluoro-1-(4-fluorophenyl)ethyl)benzene-1,4-diamine